C1(=CC=CC=C1)C(C(=O)[O-])(CC)C1=CC=CC=C1 diphenylbutyrate